ClC1=C(C(=C(N)C=C1)F)B1OC(C(O1)(C)C)(C)C 4-chloro-2-fluoro-3-(4,4,5,5-tetramethyl-1,3,2-dioxaborolan-2-yl)aniline